2-(5-methoxypyridin-2-yl)acetic acid methyl ester COC(CC1=NC=C(C=C1)OC)=O